COC(C1=C(C(=C(C(=C1F)F)N=[N+]=[N-])F)F)=O methyl-4-azido-2,3,5,6-tetrafluorobenzoate